4-(3,4-difluoro-2-methoxy-phenyl)-2-ethyl-2-(trifluoromethyl)-3H-furan-5-carboxylic acid ethyl ester C(C)OC(=O)C1=C(CC(O1)(C(F)(F)F)CC)C1=C(C(=C(C=C1)F)F)OC